FC=1C=C(C2=C(C(=C(O2)[C@H](C(F)(F)F)NC(NC=2C=NC(=NC2)N2[C@@H](CNC(C2)=O)C)=O)C)C1)F 3-[(1R)-1-(5,7-difluoro-3-methyl-1-benzofuran-2-yl)-2,2,2-trifluoroethyl]-1-{2-[(2R)-2-methyl-5-oxopiperazin-1-yl]pyrimidin-5-yl}urea